CN1CC2=CC(=CC(=C2CC1)C)C=1N=C(C(=NC1)N)OCC1=C(C=NC=C1)OCC1CCOCC1 5-(2,5-dimethyl-1,2,3,4-tetrahydroisoquinolin-7-yl)-3-((3-((tetrahydro-2H-pyran-4-yl)methoxy)pyridin-4-yl)methoxy)pyrazin-2-amine